4-amino-3-(2-chloro-5-fluorophenyl)-1-oxo-2,3-dihydro-1H-benzo[e]isoindole-8-carbonitrile NC1=CC2=C(C=3C(NC(C13)C1=C(C=CC(=C1)F)Cl)=O)C=C(C=C2)C#N